ClC1=CC(=C(C=N1)NC(=O)C1(CN(C1)C(=O)NC1CC1)C1=C(C=CC=C1)C(C)C)O[C@H](COC)C (S)-N3-(6-chloro-4-((1-methoxyprop-2-yl)oxy)pyridin-3-yl)-N1-cyclopropyl-3-(2-isopropylphenyl)azetidine-1,3-dicarboxamide